(7R)-3-[(3-chloro-2-methoxyphenyl)amino]-7-(2-methoxyethyl)-1-methyl-2-(pyrimidin-4-yl)-5h,6h,7h-pyrrolo[3,2-c]pyridin-4-one ClC=1C(=C(C=CC1)NC1=C(N(C2=C1C(NC[C@H]2CCOC)=O)C)C2=NC=NC=C2)OC